5-(6-chloro-5-methoxy-3-(1H-pyrazol-4-yl)-1H-pyrrolo[3,2-b]pyridin-2-yl)-N,N-dimethyl-4H-1,2,4-triazole-3-carboxamide ClC=1C=C2C(=NC1OC)C(=C(N2)C=2NC(=NN2)C(=O)N(C)C)C=2C=NNC2